1-(2-ethoxyethyl)-5-oxopyrrolidine-3-carboxylic acid C(C)OCCN1CC(CC1=O)C(=O)O